ClC=1C=CC(=C(C1)C1=NC=CC(=N1)NC=1C(=NN(C1)COCC[Si](C)(C)C)C1=NC2=C(N1)C=CC(=C2)CN2CCOCC2)F 2-(5-Chloro-2-fluorophenyl)-N-(3-(5-(morpholinomethyl)-1H-benzo[d]imidazol-2-yl)-1-((2-(trimethylsilyl)ethoxy)methyl)-1H-pyrazol-4-yl)pyrimidin-4-amine